BrC=1C=C(C=CC1O)NC1=NC=NC2=CC(=C(C=C12)OC)OC 4-(3-bromo-4-hydroxyphenyl)amino-6,7-dimethoxyquinazoline